4-(6-(6-((5-fluoro-6-methoxypyridin-3-yl)methyl)-3,6-diazabicyclo[3.1.1]heptan-3-yl)pyridin-3-yl)-6-(2-hydroxy-2-methylpropoxy)pyrazolo[1,5-a]pyridine-3-carbonitrile FC=1C=C(C=NC1OC)CN1C2CN(CC1C2)C2=CC=C(C=N2)C=2C=1N(C=C(C2)OCC(C)(C)O)N=CC1C#N